FC(CCCN1N=CC2=CC=C(C=C12)C(=O)N)(F)F 1-(4,4,4-trifluorobutyl)-1H-indazole-6-carboxamide